2,2'-thiobis(6-tert-butyl-para-cresol) S(C1=CC(=CC(=C1O)C(C)(C)C)C)C1=CC(=CC(=C1O)C(C)(C)C)C